Methyl 4-chloro-1-((2-(trimethylsilyl)ethoxy)methyl)-1H-pyrrolo[2,3-b]pyridine-5-carboxylate ClC1=C2C(=NC=C1C(=O)OC)N(C=C2)COCC[Si](C)(C)C